trimethylolpropanetriol zirconium ammonium carbonate salt C([O-])([O-])=O.[NH4+].[Zr+].C(O)C(CC(O)(O)O)(CO)CO